C1(=CC=CC2=CC=CC=C12)C1=C(C=CC(=C1)N)C1=C(C=C(C=C1)N)C1=CC=CC2=CC=CC=C12 2,2'-dinaphthyl-biphenyl-4,4'-diamine